6-(2-(2,6-dioxopiperidin-3-yl)-1-oxoisoindolin-4-yl)hex-5-ynoic acid O=C1NC(CCC1N1C(C2=CC=CC(=C2C1)C#CCCCC(=O)O)=O)=O